8-(1-((4-fluoro-2-(4-hydroxypiperidin-1-yl)phenyl)amino)ethyl)-3,6-dimethyl-2-morpholinoquinazolin-4(3H)-one FC1=CC(=C(C=C1)NC(C)C=1C=C(C=C2C(N(C(=NC12)N1CCOCC1)C)=O)C)N1CCC(CC1)O